1-(4-{[3-fluoro-5-(trifluoromethyl)phenyl]methyl}pyridin-2-yl)-4,5,6,7-tetrahydro-1H-benzotriazol-4-amine FC=1C=C(C=C(C1)C(F)(F)F)CC1=CC(=NC=C1)N1N=NC2=C1CCCC2N